S1C=CC2=NC(=CC(=C21)N)N thieno[3,2-b]pyridine-5,7-diamine